C12CNCC(CC1)N2C2=NC=1CCN(CC1C=C2)C([C@H](O)C2CCCC2)=O (2R)-1-(2-(3,8-diazabicyclo[3.2.1]octan-8-yl)-7,8-dihydro-1,6-naphthyridin-6(5H)-yl)-2-cyclopentyl-2-hydroxyethan-1-one